Amino-6-(oxazol-5-yl)-7-oxo-6-phenyl-4,5,6,7-tetrahydrobenzo[b]thiophene-3-carboxylic acid NC1=C(C2=C(S1)C(C(CC2)(C2=CC=CC=C2)C2=CN=CO2)=O)C(=O)O